4-((7-(2-(Dimethylamino)acetamido)-4-oxoquinazolin-3(4H)-yl)methyl)-4-hydroxypiperidine-1-carboxylic acid tert-butyl ester C(C)(C)(C)OC(=O)N1CCC(CC1)(O)CN1C=NC2=CC(=CC=C2C1=O)NC(CN(C)C)=O